FC1=CC2=C(N(C(=N2)NC=2OC3=C(N2)C=C(C=C3)CN3CCCC3)C)C=C1 N-(5-fluoro-1-methyl-1H-1,3-benzodiazol-2-yl)-5-[(pyrrolidin-1-yl)methyl]-1,3-benzoxazol-2-amine